4,4'-phosphinicobis(butane-1,3-dicarboxylic acid) P(=O)(O)(CC(CCC(=O)O)C(=O)O)CC(CCC(=O)O)C(=O)O